O1CCC2=C1C=CC(=C2)N2CCN(CC2)C(CN2N=C(C1=C2CCC1)C(=O)N1C[C@H](O[C@H](C1)C)C)=O 1-[4-(2,3-dihydro-1-benzofuran-5-yl)piperazin-1-yl]-2-{3-[(2R,6S)-2,6-dimethylmorpholine-4-carbonyl]-5,6-dihydrocyclopenta[c]pyrazol-1(4H)-yl}ethan-1-one